Ethylene Glycol n-Butyl Ether CCCCOCCO